1-cyanocyclopropane-1-carboxylic acid C(#N)C1(CC1)C(=O)O